1-(3-(5-((3-fluorophenyl)ethynyl)pyridin-2-yl)-1,2,4-oxadiazol-5-yl)-N,N-dimethylethanamine FC=1C=C(C=CC1)C#CC=1C=CC(=NC1)C1=NOC(=N1)C(C)N(C)C